benzyl ((1r,4r)-4-((5-chloro-4-(5-(cyclopropylmethyl)-1-methyl-1H-pyrazol-4-yl)pyrimidin-2-yl)amino)cyclohexyl)(7-(methoxy(methyl)amino)-7-oxoheptyl)carbamate ClC=1C(=NC(=NC1)NC1CCC(CC1)N(C(OCC1=CC=CC=C1)=O)CCCCCCC(=O)N(C)OC)C=1C=NN(C1CC1CC1)C